C(C)(C)(C)OC(=O)N1[C@H](CN(CC1)C=1C=NC(=CC1)NC(=O)C1=CC2=CN(N=C2C(=C1)F)C)C (S)-4-(6-(7-fluoro-2-methyl-2H-indazole-5-carboxamido)pyridin-3-yl)-2-methylpiperazine-1-carboxylic acid tert-butyl ester